ClC1=C(C=CC=C1)C1(C(CCCC1)=O)[N+](=O)[O-] 2-(2-chlorophenyl)-2-nitrocyclohexanone